aniline-6-sulfonic acid NC1=CC=CC=C1S(=O)(=O)O